ClC=1N=C(C2=C(N1)CC[S+]2[O-])NC2(CC2)C 2-chloro-N-(1-methylcyclopropyl)-5-oxido-6,7-dihydro-thieno[3,2-d]pyrimidin-5-ium-4-amine